6-(4-(5-(1,3-Dioxolan-2-yl)-3-fluoropyridin-2-yl)indolin-1-yl)-8-((4-methoxybenzyl)(methyl)amino)imidazo[1,2-b]pyridazine-3-carboxylic acid O1C(OCC1)C=1C=C(C(=NC1)C1=C2CCN(C2=CC=C1)C=1C=C(C=2N(N1)C(=CN2)C(=O)O)N(C)CC2=CC=C(C=C2)OC)F